IC=1C=CC(=C(C1)N1C(N(C(CC1)=O)CN1C(CCC1=O)=O)=O)OC N1-((3-(5-iodo-2-methoxyphenyl)-2,6-dioxotetrahydropyrimidine-1(2H)-yl)methyl)succinimide